6-benzyl-6-azabicyclo[3.2.1]octane-2,7-dione C(C1=CC=CC=C1)N1C2CCC(C(C1=O)C2)=O